C(C1=CC=CC=C1)NC(CC1=C(C=CC=C1)Cl)=O N-benzyl-2-(2-chlorophenyl)acetamide